ClC1=C(C(NC(=C1)C)=O)C(=O)OCC ethyl 4-chloro-6-methyl-2-oxo-1H-pyridine-3-carboxylate